ClC(C=1C(=CC=CC1)C(Cl)Cl)(Cl)Cl α,α,α,α',α'-pentachloro-o-xylene